2-(2-(cyclopropylmethyl)-1-(3-fluoro-4-sulfamoylbenzyl)-5-(3-(3-(5-methylthiophen-2-yl)azetidin-1-yl)phenyl)-1H-pyrrol-3-yl)thiazole-4-carboxylic acid C1(CC1)CC=1N(C(=CC1C=1SC=C(N1)C(=O)O)C1=CC(=CC=C1)N1CC(C1)C=1SC(=CC1)C)CC1=CC(=C(C=C1)S(N)(=O)=O)F